{2-Bromo-4-[(5-chloro-thiophen-2-ylmethyl)-amino]-phenyl}-carbamic acid propyl ester C(CC)OC(NC1=C(C=C(C=C1)NCC=1SC(=CC1)Cl)Br)=O